N-(5-bromo-2-(4-methylpiperazin-1-yl)phenyl)-6-oxo-4-(trifluoromethyl)-1,6-dihydropyridine-3-carboxamide BrC=1C=CC(=C(C1)NC(=O)C1=CNC(C=C1C(F)(F)F)=O)N1CCN(CC1)C